2-bromo-5-(2,2-difluoroethoxy)pyridine BrC1=NC=C(C=C1)OCC(F)F